C(#C)C1=CC(=C(C(=N1)C)C1=C(C2=C(N=CN=C2C)N1C)C1=CCC(CC1)C(=O)N1[C@@H](CCC1)C#N)C (2S)-1-{4-[6-(6-ethynyl-2,4-dimethylpyridin-3-yl)-4,7-dimethyl-7H-pyrrolo[2,3-d]pyrimidin-5-yl]cyclohex-3-ene-1-carbonyl}pyrrolidine-2-carbonitrile